[K].N1N=CC=C2C1=NC=C2 pyrrolo[2,3-c]pyridazine potassium